CC1=C(C=C(C=C1)Cl)N=[N+]=[N-] 2-methyl-5-chlorophenyl azide